O=C1NC(CCC1N1C(C2=CC=CC(=C2C1)C#CCCCCCCCN1CCN(CC1)C1=CC=C(C(=O)N2CCC(CC2)CCCCNC(\C=C\C=2C=NC=CC2)=O)C=C1)=O)=O (E)-N-(4-(1-(4-(4-(9-(2-(2,6-dioxopiperidin-3-yl)-1-oxoisoindolin-4-yl)non-8-yn-1-yl)piperazin-1-yl)benzoyl)piperidin-4-yl)butyl)-3-(pyridin-3-yl)acrylamide